C1(CC1)CNC=1C=C(C=CC1C(CC)=O)[C@@H]1N(CC(N(C1)CCC(F)(F)F)F)CC1=C2C=CN(C2=C(C=C1OC)C)C(=O)OC(C)(C)C tert-butyl 4-(((2S)-2-(3-((cyclopropylmethyl)amino)-4-propanoylphenyl)-5-fluoro-4-(3,3,3-trifluoropropyl)piperazin-1-yl)methyl)-5-methoxy-7-methylindole-1-carboxylate